[Na+].P(=O)(O)([O-])[O-].[Zr+4].[Na+].P(=O)(O)([O-])[O-].P(=O)(O)([O-])[O-] sodium zirconium hydrogen phosphate sodium salt